Cl.Cl.COCC1N(CCCC1)C1CCNCC1 (methoxymethyl)-1,4'-bipiperidine dihydrochloride